FC1=C(N=CC2=C1N=C(N=C2N2CC(CCC2)CS(=O)(=O)N)OC[C@]21CCCN1C[C@@H](C2)F)C2=CC(=CC1=CC=C(C(=C21)C)F)O 1-(1-(8-fluoro-7-(7-fluoro-3-hydroxy-8-methylnaphthalen-1-yl)-2-(((2R,7aS)-2-fluorohexahydro-1H-pyrrolizin-7a-yl)methoxy)pyrido[4,3-d]pyrimidin-4-yl)piperidin-3-yl)methanesulfonamide